(4-cyclopropyl-1H-imidazol-1-yl)benzofuran-2-carboxamide C1(CC1)C=1N=CN(C1)C1=C(OC2=C1C=CC=C2)C(=O)N